CCCCCCCCCC(C)C i-dodecane